IC1=C(C=CC=C1)OP(O)(O)=O iodophenylphosphoric acid